FC1=CC=C(C=C1)C(=O)N1[C@@H](C=2N(CC1)C(=NC2C2=C(C=NC=C2)C)C2=NC(=NS2)C)C (R)-(4-Fluorophenyl)(8-methyl-3-(3-methyl-1,2,4-thiadiazol-5-yl)-1-(3-methylpyridine-4-yl)-5,6-dihydroimidazo[1,5-a]pyrazin-7(8H)-yl)methanone